2-amino-6-(diisopropylamino)pyridine-3,5-dicarbonitrile NC1=NC(=C(C=C1C#N)C#N)N(C(C)C)C(C)C